CC1=CC=C(O1)C=CC1=NC(=NC(=N1)C(Cl)(Cl)Cl)C(Cl)(Cl)Cl 2-[2-(5-methyl-2-furyl)ethenyl]-4,6-bis(trichloromethyl)-1,3,5-triazine